5-(3-(6-((7-fluoro-1-methyl-1H-indazol-6-yl)methyl)-2-azaspiro[3.3]heptan-2-yl)propyl)-4-methylpyridazin-3(2H)-one FC=1C(=CC=C2C=NN(C12)C)CC1CC2(CN(C2)CCCC2=C(C(NN=C2)=O)C)C1